vinyl-methoxyacetone oxime silicon [Si].C(=C)C(C(C)=NO)OC